COC(C1=C(C=C(C=C1)O[Si](C)(C)C(C)(C)C)CBr)=O.FC=1C(=NC=CC1)[N+](=O)[O-] 3-FLUORO-2-NITROPYRIDINE methyl-2-(bromomethyl)-4-((tert-butyl-dimethylsilyl)oxy)benzoate